FC1=C(C=CC(=C1)CNC1COCC1)C1=NOC=C1 3-(2-fluoro-4-((tetrahydrofuran-3-ylamino)methyl)phenyl)isoxazol